magnesium-lead chloride [Pb](Cl)Cl.[Mg]